ruthenium (oxy) hydroxide O(O)O.[Ru]